N-(4-mesitylthiazol-2-yl)pivalamide C1(=C(C(=CC(=C1)C)C)C=1N=C(SC1)NC(C(C)(C)C)=O)C